C(C)(C)(C)N1N=CC2=C1N=C(NC2=O)COC2=CC=CC=C2 1-Tert-butyl-6-(phenoxymethyl)-1H-pyrazolo[3,4-d]pyrimidin-4(5H)-one